(2E)-2-methoxyimino-N-methyl-2-[3-methyl-2-[[(E)-1-[3-(trifluoro-methyl)phenyl]ethylideneamino]oxymethyl]phenyl]acetamide CO\N=C(\C(=O)NC)/C1=C(C(=CC=C1)C)CO/N=C(\C)/C1=CC(=CC=C1)C(F)(F)F